(E)-2-hydroxy-3-(3-methylbut-2-en-1-yl)-4-(2,2,2-trifluoroethoxy)-6-(4-(trifluoromethyl)styryl)benzoic acid OC1=C(C(=O)O)C(=CC(=C1CC=C(C)C)OCC(F)(F)F)\C=C\C1=CC=C(C=C1)C(F)(F)F